ClCC1COC1 3-Chloromethyl-Oxetane